CN(CCN(C(=O)C1=CC=C(C=C1)C(=O)NC1=NC2=C(N1)C(=CC=C2OC)C2=CC=CC=C2)C)C N1-[2-(dimethylamino)ethyl]-N4-(4-methoxy-7-phenyl-1H-1,3-benzodiazol-2-yl)-N1-methylbenzene-1,4-dicarboxamide